9,10-bis(ethylthiomethyl)anthracene Tert-Butyl-4-(2-(2,6-dioxopiperidin-3-yl)-1-oxoisoindolin-5-yl)piperazine-1-carboxylate C(C)(C)(C)OC(=O)N1CCN(CC1)C=1C=C2CN(C(C2=CC1)=O)C1C(NC(CC1)=O)=O.C(C)SCC=1C2=CC=CC=C2C(=C2C=CC=CC12)CSCC